((S)-4-(6-chloro-1-methyl-2-oxo-1,2-dihydropyrido[3,2-d]pyrimidin-4-yl)-2,5-diethylpiperazin-1-yl)-2-(4-fluorophenyl)acetonitrile ClC=1C=CC=2N(C(N=C(C2N1)N1C[C@@H](N(CC1CC)C(C#N)C1=CC=C(C=C1)F)CC)=O)C